CC1=C(C2=C(N=N1)SC1=C2N=CN=C1N1C[C@@H](CC1)OC1=CC(=NC=C1)C(F)(F)F)C 3,4-dimethyl-8-[(3R)-3-[[2-(trifluoromethyl)-4-pyridyl]oxy]pyrrolidin-1-yl]pyrimido[4',5':4,5]thieno[2,3-c]pyridazine